FC(C1=NC(=CC(=C1)C(CBr)=O)C(F)(F)F)(F)F 1-(2,6-bis(trifluoromethyl)pyridin-4-yl)-2-bromoethan-1-one